hexene carbon [C].C=CCCCC